quinazoline-2,4-diamine N1=C(N=C(C2=CC=CC=C12)N)N